C(C)N1[C@H]2CN([C@@H](C1)C2)C2=C(C=C(C(=C2)OC)NC2=NC=NC(=C2)N2OCC[C@@H]2C2=CC=CC=C2)NC(C=C)=O N-(2-((1R,4R)-5-ethyl-2,5-diazabicyclo[2.2.1]-heptane-2-yl)-4-methoxy-5-((6-((R)-3-phenylisoxazolidine-2-yl)pyrimidine-4-yl)amino)phenyl)acrylamide